1-ethyl-7-(methylsulfonyl)-1,4-dihydro-2H-pyrimido[4,5-d][1,3]oxazin-2-one C(C)N1C(OCC2=C1N=C(N=C2)S(=O)(=O)C)=O